tertiary-butyl (1-methyl-5-(trifluoromethyl)-1H-pyrazol-3-yl)carbamate CN1N=C(C=C1C(F)(F)F)NC(OC(C)(C)C)=O